FC1=C(C=C(C=C1)F)CC(=O)N1CCC2=CC(=CC(=C12)F)C1=NC(=NC=C1)NC1=CC=NN1C 2-(2,5-difluorophenyl)-1-(7-fluoro-5-(2-((1-methyl-1H-pyrazol-5-yl)amino)pyrimidin-4-yl)indolin-1-yl)ethan-1-one